methyl 4-bromo-2-(1-bromoethyl)benzoate BrC1=CC(=C(C(=O)OC)C=C1)C(C)Br